C1(CC1)C=1SC2=C(N1)NC(=C2C)C(=O)O 2-cyclopropyl-6-methyl-4H-pyrrolo[2,3-d]Thiazole-5-carboxylic acid